(1,3-dioxoisoindolin-2-yloxy)butanoate O=C1N(C(C2=CC=CC=C12)=O)OC(C(=O)[O-])CC